2-((S)-2-(4-amino-3-(3-fluoro-4-methoxyphenyl)-1H-pyrazolo[3,4-d]pyrimidin-1-yl)propionamido)-N-cyclobutyl-6-fluorobenzamide NC1=C2C(=NC=N1)N(N=C2C2=CC(=C(C=C2)OC)F)[C@H](C(=O)NC2=C(C(=O)NC1CCC1)C(=CC=C2)F)C